N[C@@H]1[C@@H](OCC12CCN(CC2)C2=CN=C1C(N(C(NC1=N2)=O)C2=C(C(=CC=C2)C2=NN(C=C2)C)Cl)=O)C 7-((3S,4S)-4-amino-3-methyl-2-oxa-8-azaspiro[4.5]decane-8-yl)-3-(2-chloro-3-(1-methyl-1H-pyrazole-3-yl)phenyl)pteridine-2,4(1H,3H)-dione